FC(S(=O)(=O)OC1=C(COC1)C(=O)OCC)(F)F ethyl 4-(((trifluoromethyl)sulfonyl)oxy)-2,5-dihydrofuran-3-carboxylate